CCCCCCCCOC(=O)C1=CC=C(C=C1)N(C)C octyldimethyl-p-aminobenzoic acid